4-amino-3-methoxybenzenesulfonamide NC1=C(C=C(C=C1)S(=O)(=O)N)OC